ClC=1SC=2CNCCC2N1 2-Chloro-4,5,6,7-tetrahydro-[1,3]thiazolo[5,4-c]pyridine